3-methylbutanal-d1 CC(C(C=O)[2H])C